F[C@@H]1[C@H]2CCC[C@@H](C[C@@H]1OC1=CC=C(N=N1)C1=C(C=C(C=C1)C=1C=NC(=CC1)C)O)N2 2-(6-(((1r,2r,3s,5s)-2-fluoro-9-azabicyclo[3.3.1]non-3-yl)oxy)pyridazin-3-yl)-5-(6-methylpyridin-3-yl)phenol